[(3,5-bis-benzyloxy-pyridine-2-carbonyl)-amino]-acetic acid methyl ester COC(CNC(=O)C1=NC=C(C=C1OCC1=CC=CC=C1)OCC1=CC=CC=C1)=O